ClCC1=CC(=C(C=N1)OCC1CCN(CC1)S(=O)(=O)NC)C#N 4-(((6-(chloromethyl)-4-cyanopyridin-3-yl)oxy)methyl)-N-methylpiperidine-1-sulfonamide